2-(3-(ethylamino)-5-((1r,3r)-3-methyl-1-(4-methyl-4H-1,2,4-triazol-3-yl)cyclobutyl)phenyl)-6-(((1-methylcyclobutyl)amino)methyl)-4-(trifluoromethyl)isoindolin-1-one C(C)NC=1C=C(C=C(C1)C1(CC(C1)C)C1=NN=CN1C)N1C(C2=CC(=CC(=C2C1)C(F)(F)F)CNC1(CCC1)C)=O